1-(2,4,6-Trihydroxyphenyl)butan-1-one OC1=C(C(=CC(=C1)O)O)C(CCC)=O